NC1=NC2=C(N1CCCCCNC(=O)OC(C)(C)C)C(=CC=C2)C(=O)OC methyl 2-amino-1-(5-((tert-butoxycarbonyl)amino)pentyl)-1H-benzo[d]imidazole-7-carboxylate